ClC=1C=C(CNC=2C(=NC=C(N2)C#N)C#N)C=CC1 3-(3-chlorobenzylamino)pyrazine-2,5-dicarbonitrile